CC1=C(C=CC(=C1)Cl)S(=O)(=O)Cl 2-methyl-4-chlorobenzenesulfonyl chloride